tert-butyl 6-bromo-3,3-bis(hydroxymethyl)-2-oxoindoline-1-carboxylate BrC1=CC=C2C(C(N(C2=C1)C(=O)OC(C)(C)C)=O)(CO)CO